4-(3,3-dimethylpiperazin-1-yl)-N-(2-methyl-2H-indazol-5-yl)-2,3-dihydro-1H-pyrrolo[2,3-b]pyridine-1-carboxamide formate C(=O)O.CC1(CN(CCN1)C1=C2C(=NC=C1)N(CC2)C(=O)NC2=CC1=CN(N=C1C=C2)C)C